NC1=C(C=C(C=C1OC)C=C1C(C(CC1)=CC1=CC(=C(C(=C1)OC)N)OC)=O)OC 2,5-bis[(4-amino-3,5-dimethoxyphenyl)methylene]cyclopentan-1-one